FC(C=1C(=NN(C1C=1C=NC(=CC1)F)C1=C(C=CC=C1)F)O[C@H](C(=O)OC)OC)F |r| Methyl (2RS)-{[4-(difluoromethyl)-1-(2-fluorophenyl)-5-(6-fluoropyridin-3-yl)-1H-pyrazol-3-yl]oxy}(methoxy)acetate